(3R)-2'-[6-amino-5-(trifluoromethyl)pyridin-3-yl]-N-[1-(1,3,5-trimethyl-1H-pyrazol-4-yl)ethyl]-5',6'-dihydro-1H-spiro[pyrrolidine-3,4'-pyrrolo[1,2-b]pyrazole]-1-carboxamide NC1=C(C=C(C=N1)C=1C=C2N(N1)CC[C@]21CN(CC1)C(=O)NC(C)C=1C(=NN(C1C)C)C)C(F)(F)F